C(C)(C)N1CN(CC1)C1CNCCC1 1-isopropyl-3-(piperidine-3-yl)imidazoline